COC1=CC=C(CC2C=NOC2)C=C1 4-(4-methoxybenzyl)oxazoleN